1-iso-propoxy-1,1,3,3-tetramethyldisiloxane C(C)(C)O[Si](O[SiH](C)C)(C)C